ClC=1C=C(C=CC1Cl)NC(N(C)C)=O (3,4-dichlorophenyl)-N,N-dimethyl-urea